C(C)(C)(C)OC(=O)N(C=1SC(=C(N1)C(=O)OC)CCCOC1=C(C=C(C=C1)C#CCN(C)C)F)CCCCC(=O)OC methyl 2-[tert-butoxycarbonyl-(5-methoxy-5-oxo-pentyl)amino]-5-[3-[4-[3-(dimethylamino)prop-1-ynyl]-2-fluoro-phenoxy]propyl]thiazole-4-carboxylate